((4-(((tert-butoxycarbonyl)amino)methyl)phenyl) (imino)methyl)carbamate C(C)(C)(C)OC(=O)NCC1=CC=C(C=C1)C(=N)NC([O-])=O